FC=1C=C(C=NC1)[C@@H]1N(CCC1)C1=NC=2N(C=C1)N=CC2C(=O)N2CC(C2)(C)O (R)-(5-(2-(5-fluoropyridin-3-yl)pyrrolidin-1-yl)pyrazolo[1,5-a]pyrimidin-3-yl)(3-hydroxy-3-methylazetidin-1-yl)methanone